[Br-].C(C)(C)(C)OC(CCOCCOCC[N+](C)(C)C)=O 2-(2-(3-(tert-butoxy)-3-oxopropoxy)ethoxy)-N,N,N-trimethylethan-1-aminium bromide